1-((7-cyano-2-(3'-(1,5-dimethyl-4,5,6,7-tetrahydro-1H-imidazo[4,5-c]pyridine-2-carboxamido)-2,2'-dimethylbiphenyl-3-yl)benzo[d]oxazol-5-yl)methyl)piperidine-4-carboxylic acid C(#N)C1=CC(=CC=2N=C(OC21)C=2C(=C(C=CC2)C2=C(C(=CC=C2)NC(=O)C=2N(C1=C(CN(CC1)C)N2)C)C)C)CN2CCC(CC2)C(=O)O